4-(tert-butyl)-2-(4,4,5,5-tetramethyl-1,3,2-dioxaborolan-2-yl)aniline C(C)(C)(C)C1=CC(=C(N)C=C1)B1OC(C(O1)(C)C)(C)C